BrC1=NN(C2=C1C=NC=C2)CC2CC2 bromo-1-(cyclopropylmethyl)pyrazolo[4,3-c]pyridine